FC=1C=C(C=CC1OC1=NC=CC(=N1)C)C1=C(N(C=2N=CN=C(C21)N)C)I 5-(3-fluoro-4-((4-methylpyrimidin-2-yl)oxy)phenyl)-6-iodo-7-methyl-7H-pyrrolo[2,3-d]Pyrimidin-4-amine